2-hydroxy-3-(6-(oxazol-5-ylmethoxy)-3,4-dihydroisoquinolin-2(1H)-yl)propyl-6-(piperazin-1-yl)isonicotinamide OC(CC1=C(C(=O)N)C=C(N=C1)N1CCNCC1)CN1CC2=CC=C(C=C2CC1)OCC1=CN=CO1